(4-(3-hydroxyoxetan-3-yl)-2-(piperazin-1-yl)phenyl)(4-(4-(trifluoromethyl)phenyl)piperidin-1-yl)methanone OC1(COC1)C1=CC(=C(C=C1)C(=O)N1CCC(CC1)C1=CC=C(C=C1)C(F)(F)F)N1CCNCC1